C(C)C1=C(NC2=CC=C(C=C12)C1CCN(CC1)CCC(F)(F)F)C1=CC(=NC=C1)C 3-ethyl-2-(2-methylpyridin-4-yl)-5-(1-(3,3,3-trifluoropropyl)piperidin-4-yl)-1H-indole